rac-tert-butyl (1R,6R)-5-(2-(4-chloro-2-fluorophenyl)-2-methylbenzo[d][1,3]dioxol-4-yl)-2,5-diazabicyclo[4.2.0]octane-2-carboxylate ClC1=CC(=C(C=C1)[C@]1(OC2=C(O1)C=CC=C2N2CCN([C@@H]1CC[C@@H]21)C(=O)OC(C)(C)C)C)F |&1:7|